COC(CC[C@@](CCC=C)(C)S(N(CC1=CC=C(C=C1)OC)CC1=CC=C(C=C1)OC)(=O)=O)=O.CC(C)(C)C=1C=C(N)C=C(C1)C(C)(C)C 3,5-bis(1,1-dimethylethyl)aniline (S)-METHYL-4-(N,N-BIS(4-METHOXYBENZYL)SULFAMOYL)-4-METHYLOCT-7-ENOATE